CN(/C=C/C1=CC(=NC=C1[N+](=O)[O-])NC(OC(C)(C)C)=O)C (E)-tert-Butyl (4-(2-(dimethylamino)vinyl)-5-nitropyridin-2-yl)carbamate